C(CCCCCCCCC\C=C/CC)CC(=O)O.C(C)(=O)OCCCCCCCCCC\C=C/CC (Z)-11-tetradecen-1-yl acetate ((Z)-11-tetradecen-1-yl acetate)